C(C)C(CCCCCCCCC)(P(CC(CCCCCC)O)=O)CC diethyl-2-hydroxyoctyldecylphosphine oxide